CC1=CC(=C(C(=C1)[N+](=O)[O-])O)[N+](=O)[O-] 4-methyl-2,6-dinitrophenol